N-[(6-Amino-2-pyridyl)sulfonyl]-6-(3-fluoro-5-isobutoxyphenyl)-2-(2-methylpyrrolidin-1-yl)pyridin-3-carboxamid NC1=CC=CC(=N1)S(=O)(=O)NC(=O)C=1C(=NC(=CC1)C1=CC(=CC(=C1)OCC(C)C)F)N1C(CCC1)C